C1(CC1)C(=O)C1C(C2=CC=C(C=C2C1=O)S(=O)(=O)C=1C=C2C(C(C(C2=CC1)=O)C(=O)C1CC1)=O)=O 2-cyclopropanecarbonyl-5-[(2-cyclopropanecarbonyl-1,3-dioxo-2,3-dihydro-1H-inden-5-yl)sulfonyl]-2,3-dihydro-1H-indene-1,3-dione